N-butyl-galactosamine C(CCC)N[C@H]1C(O)O[C@@H]([C@@H]([C@@H]1O)O)CO